CC1SC(C(=N1)C)C 2,4,5-trimethyl-3-thiazoline